BrC1=CC(=C(C=C1)CC(C)O[Si](C)(C)C(C)(C)C)Cl 1-(4-bromo-2-chlorophenyl)prop-2-yloxy-tert-butyl-dimethylsilane